ethyl 2-oxobutyrate O=C(C(=O)OCC)CC